2-Bromo-6-iodo-4-((1,1,1-trifluoro-3-hydroxypropane-2-yl)oxy)pyridine-3-ol BrC1=NC(=CC(=C1O)OC(C(F)(F)F)CO)I